CC1=CC(OC1=O)O/C=C(/C(=O)OC1=CC=C(C=C1)C)\C1=CC=CC=C1 (E)-p-Tolyl 3-((4-methyl-5-oxo-2,5-dihydrofuran-2-yl)oxy)-2-phenylacrylate